BrC=1C=CC(=NC1)NC1=C(C=CC=C1)OC1=CC=CC=C1 5-Bromo-2-(2-phenoxyphenylamino)pyridine